4-dodecylamino-1,2-benzoquinone C(CCCCCCCCCCC)NC1=CC(C(C=C1)=O)=O